C(C)N(S(=O)(=O)NC=1C(=C(C(=O)C2=CNC3=NC=C(C=C32)C=3C=NC(=NC3)N3C[C@@H](CC3)C(=O)O)C(=CC1)F)F)C (3R)-1-[5-[3-[3-[[ethyl(methyl)sulfamoyl]amino]-2,6-difluoro-benzoyl]-1H-pyrrolo[2,3-b]pyridin-5-yl]pyrimidin-2-yl]pyrrolidine-3-carboxylic acid